C(C)(C)C1=CC=C(C=C1)N(C(=O)C=1C=CC=2N(C1)C(=CN2)C2=CC=C(C=C2)NC(OC)=O)C methyl N-[4-[6-[(4-isopropylphenyl)-methyl-carbamoyl]imidazo[1,2-a]pyridin-3-yl]phenyl]carbamate